methyl 6-(1-bromo-2-hydroxyethyl)pyridine-3-carboxylate BrC(CO)C1=CC=C(C=N1)C(=O)OC